3,5-bistrifluoromethylbenzoyl chloride FC(C=1C=C(C(=O)Cl)C=C(C1)C(F)(F)F)(F)F